FC1=C(C(=CC=C1[N+](=O)[O-])F)N(C(OC(C)(C)C)=O)CCC tert-Butyl (2,6-difluoro-3-nitrophenyl)(propyl)carbamate